O1COC=2C1=C1C=NC=3C4=C(C=CC3C1=CC2)C=CC=C4 benzo[1,2-c][1,3]dioxolo[4,5-i]phenanthridine